(2-{[5-tert-butyl-7-(3,3-difluoropyrrolidin-1-yl)-3H-[1,2,3]triazolo[4,5-d]pyrimidin-3-yl]methyl} phenyl) disulfide C(C)(C)(C)C=1N=C(C2=C(N1)N(N=N2)CC2=C(C=CC=C2)SSC2=C(C=CC=C2)CN2N=NC1=C2N=C(N=C1N1CC(CC1)(F)F)C(C)(C)C)N1CC(CC1)(F)F